3-hydroxy-3-(2-hydroxyphenyl)-propionic acid OC(CC(=O)O)C1=C(C=CC=C1)O